methyl (2R)-1-(1,3-benzodioxol-4-ylmethyl)piperidine-2-carboxylate O1COC2=C1C=CC=C2CN2[C@H](CCCC2)C(=O)OC